(5aR,6S,7S,8R,8aS)-5a-(4-Cyanophenyl)-7-((dimethylamino)methyl)-8,8a-dihydroxy-1-methoxy-6-phenyl-5a,7,8,8a-tetrahydro-6H-cyclopenta[4,5]furo[3,2-c]pyridine-3-carbonitrile C(#N)C1=CC=C(C=C1)[C@]12[C@](C=3C(=NC(=CC3O1)C#N)OC)([C@@H]([C@@H]([C@H]2C2=CC=CC=C2)CN(C)C)O)O